N-(1-(4,4-difluorocyclohexyl)-5-methyl-1H-pyrazol-3-yl)-4-((S-methylsulfonimidoyl)methyl)-2-(6-azaspiro[2.5]octan-6-yl)benzamide FC1(CCC(CC1)N1N=C(C=C1C)NC(C1=C(C=C(C=C1)CS(=O)(=N)C)N1CCC2(CC2)CC1)=O)F